COC1=NC=CC(=C1)C1=CC=C(C=C1)N1N=CC2=C(C=CC(=C12)C(=O)N)C#CC 1-(4-(2-methoxypyridin-4-yl)phenyl)-4-(propan-1-yn-1-yl)-1H-indazole-7-carboxamide